C(C=C)(=O)OCCCCCCOC1=CC=C(C(=O)OC2=C(C=C(C=C2)OC(=O)C2CCC(CC2)CC)C=NNC=2SC3=C(N2)C=CC(=C3)OC)C=C1 [4-(4-ethylcyclohexanecarbonyl)oxy-2-[(6-methoxy-1,3-benzothiazol-2-yl)hydrazonomethyl]phenyl] 4-(6-prop-2-enoyloxyhexoxy)benzoate